NC=1C2=C(N=CN1)N(C=C2C#CC=2C=CC1=C(N=C(S1)C1CCC1)C2)[C@@H]2CN(CC2)C(C=C)=O (S)-1-(3-(4-amino-5-((2-cyclobutylbenzo[d]thiazol-5-yl)ethynyl)-7H-pyrrolo[2,3-d]pyrimidin-7-yl)pyrrolidin-1-yl)prop-2-en-1-one